2-hydroxy-3-[2-(5-methyl-4-oxo-2-phenylthiazolidin-3-yl)-ethoxy]propyl methacrylate C(C(=C)C)(=O)OCC(COCCN1C(SC(C1=O)C)C1=CC=CC=C1)O